ClC=1N=C2C(=C(C(N(C2=CC1)C)=O)C#N)O 6-chloro-4-hydroxy-1-methyl-2-oxo-1,5-naphthyridine-3-carbonitrile